4-PHENYL-1H-PYRROLO[2,3-B]PYRIDINE-5-CARBOXALDEHYDE C1(=CC=CC=C1)C1=C2C(=NC=C1C=O)NC=C2